OC(C(C)OC=1C=C(C(=O)N[C@@H](C)C=2C=NC(=NC2)C(F)(F)F)C=C(C1)C=1SC(=CN1)C)C 3-{[3-hydroxybutan-2-yl]oxy}-5-(5-methyl-1,3-thiazol-2-yl)-N-{(1S)-1-[2-(trifluoromethyl)pyrimidin-5-yl]ethyl}benzamide